6-(2-(5-cyclopropyl-3-(3,5-dichloropyridin-4-yl)isoxazol-4-yl)-7-azaspiro[3.5]non-1-en-7-yl)-4-isopropoxyquinoline-2-carboxylic acid C1(CC1)C1=C(C(=NO1)C1=C(C=NC=C1Cl)Cl)C1=CC2(C1)CCN(CC2)C=2C=C1C(=CC(=NC1=CC2)C(=O)O)OC(C)C